NC1=NC(=NC=C1)N1C[C@]([C@@H](CC1)C)(C)F rac-(cis)-1-(4-aminopyrimidin-2-yl)-3-fluoro-3,4-dimethylpiperidin